7-((E)-2-(2'-cyano-[3,3'-bipyridin]-6-yl)vinyl)-5,5-difluoro-1,6-dimethyl-3-oxooctahydroisobenzofuran-3a-carboxamide C(#N)C1=NC=CC=C1C=1C=NC(=CC1)/C=C/C1C(C(CC2(C(OC(C12)C)=O)C(=O)N)(F)F)C